(3S,4S,E)-1-iodo-2,4-dimethylhexa-1,5-dien-3-yl (3R,6R,7S)-3-((t-butyldimethylsilyl)oxy)-7-((4-methoxybenzyl)oxy)-6-methyl-6-((triethylsilyl)oxy)non-8-enoate [Si](C)(C)(C(C)(C)C)O[C@@H](CC(=O)O[C@H](/C(=C/I)/C)[C@H](C=C)C)CC[C@]([C@H](C=C)OCC1=CC=C(C=C1)OC)(O[Si](CC)(CC)CC)C